BrC1=CC(=C(C#N)C=C1)O[C@H](CO)C 4-bromo-2-(((2S)-1-hydroxyprop-2-yl)oxy)benzonitrile